C1(C=CCCC1)N1N=CC2=CC(=C(C=C12)C(=O)OC)OC1=C(C=C(C=C1)F)F methyl 1-(cyclohex-2-en-1-yl)-5-(2,4-difluorophenoxy)-1H-indazole-6-carboxylate